C1(=CC=CC=C1)P(C1=C(CNCC2=NC=CC=C2)C=CC=C1)C1=CC=CC=C1 N-(2-(diphenylphosphino)benzyl)-1-(pyridin-2-yl)methylamine